acetic acid 1-methoxypropan-2-yl ester COCC(C)OC(C)=O